C(CCCCCCCCC\C=C\CC)O (E)-11-tetradecenol